CC(C(=O)O)C=CC(CCC)C 2,5-dimethyl-3-octenoic acid